CNC1CN(C1)C N,1-dimethylazetidin-3-amine